C(C)(C)(C)N1N=CC(=C1C(=O)NCCC1=CC=C(C=C1)O)C(C1=CC(=CC=C1)Cl)=O 1-(tert-butyl)-4-(3-chlorobenzoyl)-N-(4-hydroxyphenethyl)-1H-pyrazole-5-carboxamide